4-hydroxy-3-methoxyCinnamaldehyde OC1=C(C=C(C=CC=O)C=C1)OC